FC(C1=C(C(=CC=C1)N1CCN(CC1)C(C)C)NC(=O)N1CCC(CC1)(C)C1=NOC(=N1)[C@H]1[C@H](C1)F)F N-(2-(difluoromethyl)-6-(4-isopropylpiperazin-1-yl)phenyl)-4-(5-((1S,2S)-2-fluorocyclopropyl)-1,2,4-oxadiazol-3-yl)-4-methylpiperidine-1-carboxamide